(+-)-4-(3-(2-chlorothien-3-yl)-1,4-oxazepan-4-yl)-6-methylpyrimidin-2-amine ClC=1SC=CC1[C@@H]1COCCCN1C1=NC(=NC(=C1)C)N |r|